BrC1=CC2=CN(C(N=C2C=C1)[C@H](CCC)N1CCN(C[C@H](C1)COC)C)CC 6-bromo-3-ethyl-2-((S)-1-((R)-6-(methoxymethyl)-4-methyl-1,4-diazepan-1-yl)butyl)quinazolin